5-cyclopropylpyrazine-2-carbonitrile C1(CC1)C=1N=CC(=NC1)C#N